2-methyl-3-furyl ether CC=1OC=CC1OC1=C(OC=C1)C